Cyclobutylmethyl (1-{(S)-2-[(S)-3-isobutyl-2-oxo-1-piperazinyl]-4-methylvaleryl}-4-piperidyl)acetate C(C(C)C)[C@H]1C(N(CCN1)[C@H](C(=O)N1CCC(CC1)CC(=O)OCC1CCC1)CC(C)C)=O